4-(7-methyl-1-oxo-1,2,3,4-tetrahydroisoquinolin-2-yl)benzoic acid CC1=CC=C2CCN(C(C2=C1)=O)C1=CC=C(C(=O)O)C=C1